4-(bromomethyl-d2)-2,6-dichloropyridine BrC(C1=CC(=NC(=C1)Cl)Cl)([2H])[2H]